6-(1-(2,2-difluoroethyl)-4-(2-hydroxyphenyl)-1H-imidazol-5-yl)imidazo[1,2-b]pyridazine-3-carbonitrile FC(CN1C=NC(=C1C=1C=CC=2N(N1)C(=CN2)C#N)C2=C(C=CC=C2)O)F